trimethylolacrylic acid triacrylate C(C=C)(=O)O.C(C=C)(=O)O.C(C=C)(=O)O.C(O)C(=C(C(=O)O)CO)CO